C(C)(C)C(C(C)(C)OOC(C(C(C)C)C(C)(C)C1=CC=CC=C1)(C)C)C(C)(C)C1=CC=CC=C1 isopropyl-cumyl-t-butylperoxide